N-(4-chlorophenyl)-7-(6-fluoroquinolin-4-yl)spiro[3.5]nonane-1-carboxamide ClC1=CC=C(C=C1)NC(=O)C1CCC12CCC(CC2)C2=CC=NC1=CC=C(C=C21)F